4-[(2'S,4R)-2,2'-dimethyl-spiro[6,7-dihydrothieno[3,2-c]pyran-4,4'-piperidin]-1'-yl]tetrahydro-furan-3-ol CC1=CC2=C(CCO[C@]23C[C@@H](N(CC3)C3C(COC3)O)C)S1